2-(6-chloropyridin-3-yl)propan-1-ol ClC1=CC=C(C=N1)C(CO)C